O=C1C=C(CCC1)OC(=O)C1=CN=C(N(C1=O)C1=CC(=C(C=C1)C)C)C1=CC=CC=C1 1-(3,4-dimethylphenyl)-1,6-dihydro-6-oxo-2-phenyl-5-pyrimidinecarboxylic acid 3-oxo-1-cyclohexen-1-yl ester